dipalmitoylpropyl-butylamine C(CCCCCCCCCCCCCCC)(=O)C(CCC)(NCCC)C(CCCCCCCCCCCCCCC)=O